O[C@@H]([C@H](C)OC1=C(C(=O)N[C@H](C)C=2C=NC(=NC2)C(F)(F)F)C=CC=C1C=1SC(=CN1)C)C (((2S,3R)-3-hydroxybutan-2-yl)oxy)-3-(5-methylthiazol-2-yl)-N-((R)-1-(2-(triFluoromethyl)pyrimidin-5-yl)ethyl)benzamide